N(N)C=1C=C(C=CC1)C1=NN=CN1C(C)C 3-(3-hydrazinophenyl)-4-isopropyl-4H-1,2,4-triazole